2,4-dimethylpentan-3-yl N-((S)-2-(4-(4-acetamidophenyl)-1-oxoisoindolin-2-yl)-3-acetoxypropanoyl)-O-acetyl-L-serinate C(C)(=O)NC1=CC=C(C=C1)C1=C2CN(C(C2=CC=C1)=O)[C@H](C(=O)N[C@@H](COC(C)=O)C(=O)OC(C(C)C)C(C)C)COC(C)=O